C(C)C=1C=CC(=C(C1)S(=O)(=O)NC1=NOC2=C1C(=CC(=C2)CN2N=C1C(CN(CC1)C(=O)OC(C)(C)C)=C2)OC)OC tert-butyl 2-((3-((5-ethyl-2-methoxyphenyl)sulfonamido)-4-methoxybenzo[d]isoxazol-6-yl)methyl)-2,4,6,7-tetrahydro-5H-pyrazolo[4,3-c]pyridine-5-carboxylate